tributyl-[2-ethyl-4-[(4-methoxyphenyl)methoxy]-5-methyl-pyrazol-3-yl]stannane C(CCC)[Sn](C=1N(N=C(C1OCC1=CC=C(C=C1)OC)C)CC)(CCCC)CCCC